N1(C=CC=C1)C1=CN=CC(=N1)C=1N=NN(C1)C1(COC1)C1=CC=C(C=N1)N1C[C@@H](CCC1)NCC1CCC1 (R)-1-(6-(3-(4-(6-(1H-pyrrol-1-yl)pyrazin-2-yl)-1H-1,2,3-triazol-1-yl)oxetan-3-yl)pyridin-3-yl)-N-(cyclobutylmethyl)piperidin-3-amine